(penta-fluorobenzyl)borat FC1=C(C(=C(C(=C1COB([O-])[O-])F)F)F)F